1-(9-ethyl-2-(3-methoxy-4-phenyl-1H-pyrazol-1-yl)-6-morpholino-9H-purin-8-yl)ethan-1-one C(C)N1C2=NC(=NC(=C2N=C1C(C)=O)N1CCOCC1)N1N=C(C(=C1)C1=CC=CC=C1)OC